3-((R/S)-hydroxy(4-(2-methoxy-4-(trifluoromethyl)phenyl)-6,7-dihydro-5H-cyclopenta[d]pyridazin-1-yl)methyl)-1-methylpiperidin-2-one O[C@H](C1C(N(CCC1)C)=O)C1=NN=C(C2=C1CCC2)C2=C(C=C(C=C2)C(F)(F)F)OC |r|